2-(2,2-dimethoxyethoxy)-6-(4-methoxyphenyl)quinoline COC(COC1=NC2=CC=C(C=C2C=C1)C1=CC=C(C=C1)OC)OC